N-(4-(4-(1-(cyclobutylmethyl)-1H-pyrazol-3-yl)-1H-1,2,3-triazol-1-yl)-3-(6-azaspiro[2.5]octan-6-yl)phenyl)-2-hydroxyethane-1-sulfonamide C1(CCC1)CN1N=C(C=C1)C=1N=NN(C1)C1=C(C=C(C=C1)NS(=O)(=O)CCO)N1CCC2(CC2)CC1